C1=NC=CC2=C1C=1N=C3N(C=CN=C3)C1N2C2=CC=C(C(=O)OC)C=C2 methyl 4-(5H-pyrido[3'',4'':4',5']pyrrolo[3',2':4,5]imidazo[1,2-a]pyrazin-5-yl)benzoate